(4-(3-Amino-7-phenyl-1H-indazol-5-yl)pyridin-2-yl)carbamic acid methyl ester COC(NC1=NC=CC(=C1)C=1C=C2C(=NNC2=C(C1)C1=CC=CC=C1)N)=O